COC=1C2=C(N=C(N1)N[C@@H](C(F)(F)F)C)NC=C2C2=CC=1N(C=C2)N=CC1 (R)-4-Methoxy-5-(pyrazolo[1,5-a]pyridin-5-yl)-N-(1,1,1-trifluoropropan-2-yl)-7H-pyrrolo[2,3-d]pyrimidin-2-amine